lithium zinc thiogermanate [GeH](=S)[O-].[Zn+2].[Li+].[GeH](=S)[O-].[GeH](=S)[O-]